1-(1,3-dihydro-2H-isoindol-2-yl)-2,2-difluoro-3-(pyridin-2-ylsulfanyl)propan-1-one C1N(CC2=CC=CC=C12)C(C(CSC1=NC=CC=C1)(F)F)=O